COC1=C(C=C(C(=O)C2=CC=C(C=C2)OC)C=C1)C 4,4'-dimethoxy-3-methylbenzophenone